FC1=C(C(=C(C(=C1F)F)F)F)B(O)O 2,3,4,5,6-pentafluorophenylboronic acid